3-(1,1-difluoroethyl)-1-((1-methoxycyclopropyl)methyl)-4-methyl-1H-pyrazole-5-carboxylic acid FC(C)(F)C1=NN(C(=C1C)C(=O)O)CC1(CC1)OC